BrC1=CC=C(C(=N1)NC(=O)[C@H]1N([C@H](CC1)C)C(=O)OC(C)(C)C)C Tert-butyl (2S,5S)-2-((6-bromo-3-methylpyridin-2-yl)carbamoyl)-5-methylpyrrolidine-1-carboxylate